tert-Butyl 3-[(3-chlorophenyl)methoxy]pyrrolidine-1-carboxylate ClC=1C=C(C=CC1)COC1CN(CC1)C(=O)OC(C)(C)C